CC=1CCC(C(C1)C=1C(=C(C(=CC1O)CCCCC)C1=NN=NN1)O)C(=C)C 5'-methyl-4-pentyl-2'-(prop-1-en-2-yl)-3-(1H-tetrazol-5-yl)-1',2',3',4'-tetrahydro-[1,1'-biphenyl]-2,6-diol